methylheptyl-glycerylether CC(C(O)CO)(CCCCCCC)OC(C(O)CO)(C)CCCCCCC